COC1=C(C=CC=C1[N+](=O)[O-])C1=NN(C=N1)C 3-(2-methoxy-3-nitrophenyl)-1-methyl-1H-1,2,4-triazole